1-[1-[4-(1-amino-1-methyl-ethyl)phenyl]pyrazol-3-yl]-3-[chroman-4-yl]urea NC(C)(C)C1=CC=C(C=C1)N1N=C(C=C1)NC(=O)NC1CCOC2=CC=CC=C12